C1(=CC=CC=C1)N1CCN(CC1)C(=O)NC1=CC=C(C=C1)C(F)(F)F 4-phenyl-N-(4-(trifluoromethyl)phenyl)piperazine-1-carboxamide